S(=O)(=O)(O)N[C@@H](C)C(=O)O.[Zn] zinc sulfoalanine